O.C(C1=CN=CC=C1)(=O)N nicotinamide, hydrate